methyl (R,Z)-2-(benzyl(2-bromo-3-phenylallyl)amino)pent-4-enoate C(C1=CC=CC=C1)N([C@@H](C(=O)OC)CC=C)C/C(=C/C1=CC=CC=C1)/Br